ClC1=NC=C2C(=CN=C(C2=C1)C(CO)C)N1[C@@H](CC1)C 2-(7-chloro-4-((R)-2-methylazetidin-1-yl)-2,6-naphthyridin-1-yl)propan-1-ol